N-[2-(3-fluorophenyl)ethyl]-2-[1-[(4-methylphenyl)methyl]-5-oxopyrrolidin-2-yl]acetamid FC=1C=C(C=CC1)CCNC(CC1N(C(CC1)=O)CC1=CC=C(C=C1)C)=O